furothiolamine O1C(=CC2=C1C=CS2)N